3-[5-(4-Hydroxybutyl)-3-methyl-2-oxo-benzimidazol-1-yl]piperidine-2,6-dione OCCCCC1=CC2=C(N(C(N2C)=O)C2C(NC(CC2)=O)=O)C=C1